4-methyl-7-((1,1,3,3-tetramethyl-2,3-dihydro-1H-inden-5-yl)amino)-2H-benzo[b][1,4]oxazin-3(4H)-one CN1C2=C(OCC1=O)C=C(C=C2)NC=2C=C1C(CC(C1=CC2)(C)C)(C)C